NC1=C(C=CC=C1)NC(C1=CC=C(C=C1)CNC=1C(C2=CC=CC=C2C(C1Cl)=O)=O)=O N-(2-aminophenyl)-4-(((3-chloro-1,4-dioxo-1,4-dihydronaphthalen-2-yl)amino)methyl)benzamide